Cl.NC1C(C1)[NH-] 2-amino-N-cyclopropylamide hydrochloride